C(C)(C)(C)N1CCN(CC1)CC1=C(C=C(CNC2=C3C(N(C(C3=CC=C2)=O)C2C(NC(CC2)=O)=O)=O)C=C1)C 4-((4-((4-(tert-butyl)piperazin-1-yl)methyl)-3-methylbenzyl)amino)-2-(2,6-di-Oxo-piperidin-3-yl)isoindoline-1,3-dione